S(=O)(=O)(C1=CC=CC=C1)C1=CC=CC=C1 1,1'-Sulfonylbisbenzene